C(C)(C)(C)OC(=O)N1C[C@H](OCC1)C#C (2R)-2-ethynylmorpholine-4-carboxylic acid tert-butyl ester